(E)-3-(4-bromophenyl)-1-(2,4-dihydroxy-6-methoxy-3-(3-methylbut-2-en-1-yl)phenyl)prop-2-en-1-one BrC1=CC=C(C=C1)/C=C/C(=O)C1=C(C(=C(C=C1OC)O)CC=C(C)C)O